[Na].FC1=C(C(=C(C=C1)CC(=O)O)F)F trifluorophenylacetic acid sodium